(R)-3-(3,5-dichlorophenyl)-1-(1-(6,7-difluoro-1-oxo-1,2-dihydroisoquinolin-4-yl)ethyl)-1-methyl-urea ClC=1C=C(C=C(C1)Cl)NC(N(C)[C@H](C)C1=CNC(C2=CC(=C(C=C12)F)F)=O)=O